N-(2,2-difluoroethyl)-3-ureidopropane FC(CN(C(=O)N)CCC)F